CNCC(=O)NCC(=O)O N-methylglycylglycine